4-((4-((2-(2,4-dihydroxy-5-isopropylbenzoyl)isoindolin-5-yl)methyl)piperazin-1-yl)methyl)piperidin OC1=C(C(=O)N2CC3=CC=C(C=C3C2)CN2CCN(CC2)CC2CCNCC2)C=C(C(=C1)O)C(C)C